4-(2,5,6,6-tetramethyl-2-cyclohexen-1-yl)-3-buten-2-one CC=1C(C(C(CC1)C)(C)C)C=CC(C)=O